BrC1(N2C=C(C(C3=CC(=CC(OC1)=C23)F)=O)C(=O)O)C bromo-7-fluoro-2-methyl-10-oxo-4-oxa-1-azatricyclo[7.3.1.05,13]trideca-5(13),6,8,11-tetraene-11-carboxylic acid